O=C1NC(CCC1N1C(C2=CC=C(C=C2C1)CN1N=NC(=C1)CC1=CC=C(C#N)C=C1)=O)=O 4-((1-((2-(2,6-dioxopiperidin-3-yl)-1-oxoisoindolin-5-yl)methyl)-1H-1,2,3-triazol-4-yl)methyl)benzonitrile